phenylenebis(2-carbamoyl-oxazoline) C1(=C(C=CC=C1)C1(OCC=N1)C(N)=O)C1(OCC=N1)C(N)=O